C(C)OC(C)=O.B(F)(F)F boron trifluoride ethylacetate